5-(4-(1H-pyrazol-1-yl)benzyl)-2-amino-N-((3R,4S)-3-hydroxytetrahydro-2H-pyran-4-yl)-3,4-dimethylbenzamide N1(N=CC=C1)C1=CC=C(CC=2C(=C(C(=C(C(=O)N[C@@H]3[C@H](COCC3)O)C2)N)C)C)C=C1